C(C1=CC=CC=C1)N(CC(CNC(=O)OC(C)(C)C)OC1=NC(=NC(=C1)C1=C(C=CC=C1C)C)NS(=O)(=O)C=1C=C(C(=O)O)C=CC1)C 3-{[4-({1-[Benzyl(methyl)amino]-3-{[(tert-butoxy)carbonyl]amino}propan-2-yl}oxy)-6-(2,6-dimethylphenyl)pyrimidin-2-yl]sulfamoyl}benzoic acid